N-(2-(2-(3-(1-((2-ethoxy-4-methoxybenzyl)glycyl)piperidin-3-yl)benzamido)ethoxy)ethyl)-5-(4-((7-ethyl-6-oxo-5,6-dihydro-1,5-naphthyridin-3-yl)methyl)piperazin-1-yl)picolinamide C(C)OC1=C(CNCC(=O)N2CC(CCC2)C=2C=C(C(=O)NCCOCCNC(C3=NC=C(C=C3)N3CCN(CC3)CC=3C=NC=4C=C(C(NC4C3)=O)CC)=O)C=CC2)C=CC(=C1)OC